2,1,3-benzooxadiazol-5-ylboronic acid N=1ON=C2C1C=CC(=C2)B(O)O